(1s,3s)-1-(2-methoxyethyl)-3-(3-(6-(1-methyl-1H-pyrazol-4-yl)pyrrolo[1,2-b]pyridazin-4-yl)-3,8-diazabicyclo[3.2.1]oct-8-yl)cyclobutane-1-carbonitrile COCCC1(CC(C1)N1[C@@H]2CN(CC1CC2)C=2C=1N(N=CC2)C=C(C1)C=1C=NN(C1)C)C#N